2-(1,3-dioxan-2-yl)-6-fluoro-4-(1-(4-(pyrrolidin-1-yl)phenyl)-1H-pyrazol-4-yl)phenol O1C(OCCC1)C1=C(C(=CC(=C1)C=1C=NN(C1)C1=CC=C(C=C1)N1CCCC1)F)O